(2-((2-methoxyphenyl)amino)-4'-methyl-[4,5'-bithiazol]-2'-yl)acetamide COC1=C(C=CC=C1)NC=1SC=C(N1)C1=C(N=C(S1)CC(=O)N)C